C(N)(=O)C1=NN(C2=C(N=C(C=C21)C=2C=NC(=NC2)C)C)CC(=O)O [3-Carbamoyl-7-methyl-5-(2-methyl-pyrimidin-5-yl)-pyrazolo[3,4-c]pyridin-1-yl]-acetic acid